COCCCNCCOC1=CC=C(C(=O)N)C=C1 4-(2-((3-methoxypropyl)amino)ethoxy)-benzamide